CP([O-])(=O)CC.[Zn+2].CP([O-])(=O)CC zinc methylethylphosphinate salt